C(C)(C)(C)OC(=O)N[C@@H](COC(C(C)C)OC(=O)N1C[C@H](OCC1)COC1=C(C=CC=C1)OCC)C(C)C (S)-2-[(o-ethoxyphenoxy)methyl]-4-morpholinecarboxylic acid 1-[(R)-2-(tert-butoxycarbonylamino)-3-methylbutoxy]-2-methylpropyl ester